tert-butyl (2R,5R)-4-(6-cyano-1-methyl-2-oxo-1,2-dihydro-1,5-naphthyridin-4-yl)-5-(methoxymethyl)-2-methylpiperazine-1-carboxylate C(#N)C=1N=C2C(=CC(N(C2=CC1)C)=O)N1C[C@H](N(C[C@@H]1COC)C(=O)OC(C)(C)C)C